COC1=CC=C(C(C2=CC=C(C=C2)OC)(C2=CC=CC=C2)OCCCCCCCNC(=O)OCC2=CC=CC=3C4=CC=CC=C4CC23)C=C1 ((4,4'-dimethoxytrityl)oxymethyl)-6-fluorenylmethoxycarbonylamino-hexane